1,4-diazabicyclo[4.3.0]non-5-ene N12CCNC=C2CCC1